ClC1=CC(=NC=C1)NCC1CN(C1)C1=CC(=C2C(C(=CN(C2=N1)C1=NC=NS1)C(=O)O)=O)C 7-(3-{[(4-chloropyridin-2-yl)amino]methyl}azetidin-1-yl)-5-methyl-4-oxo-1-(1,2,4-thiadiazol-5-yl)-1,4-dihydro-1,8-naphthyridine-3-carboxylic acid